O=C1NC(CCC1N1C(N(C2=C1C=CC(=C2F)N2CCC(CC2)CC(=O)OC(C)(C)C)C)=O)=O tert-butyl 2-[1-[1-(2,6-dioxo-3-piperidyl)-4-fluoro-3-methyl-2-oxo-benzimidazol-5-yl]-4-piperidyl]acetate